C(CCCCC)OC(CCC(=O)OCCCCCC(CCCCCOC(CCC(OCCCCCC)OCCCCCC)=O)N(CC1CCN(CC1)C)C(=O)OCC1=CC=CC=C1)OCCCCCC [6-[benzyloxycarbonyl-[(1-methyl-4-piperidyl)methyl]amino]-11-(4,4-dihexoxybutanoyloxy)undecyl] 4,4-dihexoxybutanoate